3-(4-isobutylphenyl)butyric acid C(C(C)C)C1=CC=C(C=C1)C(CC(=O)O)C